C(C\C=C/CC)CC(=O)O.C(C\C=C/CC)CC(=O)O Cis-3-Hexenylacetate (Cis-3-hexenyl acetate)